4-acetonyl-2,5-dimethoxybenzonitrile C(C(=O)C)C1=CC(=C(C#N)C=C1OC)OC